OC=1C=C(N[C@H]2CN(CCC2)C(=O)OCCCC)C=CC1 butyl (3R)-3-(3-hydroxyanilino)piperidine-1-carboxylate